4-(1-(6-((tert-Butylamino)methyl)-2-methylpyridin-3-yl)-1H-pyrazol-4-yl)-2-((1-((1-methyl-1H-imidazol-4-yl)sulfonyl)piperidin-4-yl)amino)pyrimidine-5-carbonitrile C(C)(C)(C)NCC1=CC=C(C(=N1)C)N1N=CC(=C1)C1=NC(=NC=C1C#N)NC1CCN(CC1)S(=O)(=O)C=1N=CN(C1)C